1,2-dimethyl-5-vinylpyrrole CN1C(=CC=C1C=C)C